2-(1-(2-azidoethyl)-1H-imidazol-2-yl)-5-methyl-6-(1-methyl-1H-pyrazol-3-yl)pyrrolo[2,1-f][1,2,4]triazin-4-ol N(=[N+]=[N-])CCN1C(=NC=C1)C1=NN2C(C(=N1)O)=C(C(=C2)C2=NN(C=C2)C)C